OC[C@@H]1[C@@H](C1)C(=O)OC |r| methyl (±)-cis-2-(hydroxymethyl)cyclopropan-1-carboxylate